5-cyano-6-(3,5-dimethoxyphenylethynyl)pyrazine C(#N)C=1N=CC=NC1C#CC1=CC(=CC(=C1)OC)OC